2-[2-(3-chloro-2-pyridyl)-5-iodo-pyrazol-3-yl]-8-methyl-4-oxo-3,1-benzoxazine-6-carbonitrile ClC=1C(=NC=CC1)N1N=C(C=C1C1=NC2=C(C(O1)=O)C=C(C=C2C)C#N)I